COC1=C(NC(CC(=O)C)=O)C=C(C=C1)OC 2,5-dimethoxy-N-acetoacetyl-aniline